OC1(CCN(CC1)C(=O)[C@H]1[C@@H](CN(CC1)CC1=NC=NC=C1)C1=CC=CC=C1)CN1C=NC2=C(C1=O)C=CN2C2=CC=CC=C2 3-[[4-hydroxy-1-[(3R,4R)-3-phenyl-1-(pyrimidin-4-ylmethyl)piperidine-4-carbonyl]-4-piperidinyl]methyl]-7-phenyl-pyrrolo[2,3-d]pyrimidin-4-one